(2R,3S,5R)-5-(6-amino-2-fluoro-9H-purin-9-yl)-2-ethynyl-2-((((S)-(((S)-1-isopropoxy-1-oxo-3-phenylpropan-2-yl)amino)(phenoxy)phosphoryl)oxy)methyl)tetrahydrofuran-3-yl palmitate C(CCCCCCCCCCCCCCC)(=O)O[C@@H]1[C@](O[C@H](C1)N1C2=NC(=NC(=C2N=C1)N)F)(CO[P@](=O)(OC1=CC=CC=C1)N[C@H](C(=O)OC(C)C)CC1=CC=CC=C1)C#C